C(C=C)(=O)N1C[C@@H](N(CC1)C1=NC(N2C3=C(C(=C(C=C13)Cl)C1=C(C=C(C=C1)F)F)SCC2)=O)C#N (2R)-4-acryloyl-1-(9-chloro-10-(2,4-difluorophenyl)-5-oxo-2,3-dihydro-5H-[1,4]thiazino[2,3,4-ij]quinazolin-7-yl)piperazine-2-carbonitrile